methyl 2-((4-(cyclopent-1-en-1-yl)-5-methylthiazol-2-yl)amino)-5-(thiophen-2-yl)nicotinate C1(=CCCC1)C=1N=C(SC1C)NC1=C(C(=O)OC)C=C(C=N1)C=1SC=CC1